CC1=C(C=CC=C1B1OC(C(O1)(C)C)(C)C)C1=CC2=C(OCCO2)C=C1 6-[2-methyl-3-(4,4,5,5-tetramethyl-1,3,2-dioxaborolan-2-yl)phenyl]-2,3-dihydro-1,4-benzodioxine